F[C@H]1CNCC[C@@H]1OCC#CC1=CC=CC=2N(C(N(C21)C)=O)N2C(CCCC2=O)=O (4-(3-(((3s,4s)-3-fluoropiperidin-4-yl)oxy)prop-1-yn-1-yl)-3-methyl-2-oxo-2,3-dihydro-1H-benzo[d]imidazol-1-yl)piperidine-2,6-dione